2-(allyloxy)ethanol C(C=C)OCCO